ClC1=C(C=C(C(=C1)Cl)Cl)C1=CC(=C(C=C1)Cl)Cl 2,3',4,4',5-Pentachloro-1,1'-biphenyl